C(C=C)OC([C@H](C[C@H](CC1=CC=CC=C1)NC(=O)C=1N=C(SC1)[C@@H](C[C@H](C(C)C)N(C([C@H]([C@H](CC)C)N)=O)C)OCCC)C)=O (2S,4R)-allyl-4-(2-((1R,3R)-3-((2S,3S)-2-amino-N,3-dimethyl-pentanamido)-4-methyl-1-propoxypentyl)thiazole-4-carboxamido)-2-methyl-5-phenylpentanoate